2-(trifluoromethyl)-5,8-dihydro-6H-pyrano[3,4-b]pyridin-5-ol FC(C1=CC=C2C(=N1)COCC2O)(F)F